NC1=NC=NN2C1=C(N=C2C(C)C)C2=CC=C(CC1OC3=C(C1)C=CC=C3C(=O)N)C=C2 (4-(4-amino-7-isopropylimidazo[5,1-f][1,2,4]triazin-5-yl)benzyl)-2,3-dihydrobenzofuran-7-carboxamide